ClC1=C(C(=O)NC2=NC=C(C=C2)C(=O)N2CCC([C@](C3=C2C=CC(=C3)Cl)(CO)O)(F)F)C=C(C=C1)F 2-chloro-N-{5-[(5S)-7-chloro-4,4-difluoro-5-hydroxy-5-(hydroxymethyl)-2,3,4,5-tetrahydro-1H-1-benzazepin-1-carbonyl]pyridin-2-yl}-5-fluorobenzamide